benzophenone-17O C(C1=CC=CC=C1)(=[17O])C1=CC=CC=C1